(R)-N-(2,3-dihydrobenzofuran-3-yl)-3-((4-(5-(pyridin-4-yl)-4H-1,2,4-triazol-3-yl)piperidin-4-yl)amino)benzamide O1C[C@@H](C2=C1C=CC=C2)NC(C2=CC(=CC=C2)NC2(CCNCC2)C2=NN=C(N2)C2=CC=NC=C2)=O